1-(5-(7-amino-2,6-naphthyridin-3-yl)-4-methylpyridin-2-yl)butan-1-one NC1=NC=C2C=C(N=CC2=C1)C=1C(=CC(=NC1)C(CCC)=O)C